1,1-bis(4-bromophenyl)-2-propen-1-ol BrC1=CC=C(C=C1)C(C=C)(O)C1=CC=C(C=C1)Br